N-{(2S,3R)-4,4-difluoro-1-(2-hydroxy-2-methylpropanoyl)-2-[(2,2',3'-trifluoro[1,1'-biphenyl]-3-yl)methyl]pyrrolidin-3-yl}ethanesulfonamide FC1([C@@H]([C@@H](N(C1)C(C(C)(C)O)=O)CC=1C(=C(C=CC1)C1=C(C(=CC=C1)F)F)F)NS(=O)(=O)CC)F